C1(CCCC1)N1N=C(C=C1C)N 1-Cyclopentyl-5-methyl-pyrazol-3-amine